CC1=CC=C(C=C1)S(=O)(=O)NC(N)=O 3-(4-methylphenyl)sulfonylurea